S(=O)(=O)(O)O.C1(=CC=CC=C1)OC1=CC=CC=C1 phenylether sulfate